NCCC(=O)N[C@@H](C)C(=O)N[C@@H](CCCNC(N)=O)C(=O)NC1=CC=C(C=C1)CC(=O)OC beta-alanyl-L-alanyl-N5-carbamoyl-N-[4-(2-methoxy-2-oxoethyl)phenyl]-L-ornithinamide